ClC=1C=C(C=CC1)CCC(=O)NCC 3-(3-chlorophenyl)-N-ethyl-propionamide